S(=O)(=O)(O)O.C(C)(C)OC([C@@H](N)C)=O.N[C@@H](C)C(=O)OC(C)C L-alanine isopropyl ester hemisulfate